N-(2-Bromo-4,6-dichloro-phenyl)-2-(4-fluoro-phenyl)-acetamide BrC1=C(C(=CC(=C1)Cl)Cl)NC(CC1=CC=C(C=C1)F)=O